C(C1=CC=CC=C1)SC(CC(=O)C1=CC=CC=C1)SCC1=CC=CC=C1 3,3-Bis(benzylthio)-1-phenylpropan-1-one